C(CCCCCCCCCCC)C(CCCCCCCCCCC)(P(O)(O)=O)CCCCCCCCCCCC.P(OCCCCCCCCCCCC)(OCCCCCCCCCCCC)=O didodecyl phosphonate (didodecyl dodecyl phosphonate)